NC=1C(=NC(=NC1C1=C(C=CC(=C1)OCOC)C)C1CCC(CC1)(F)F)C(=O)N 5-amino-2-(4,4-difluorocyclohexyl)-6-(5-(methoxymethoxy)-2-methylphenyl)pyrimidine-4-carboxamide